IC1=C(C(=CC=C1)CC(=O)O)CC(=O)O.C(C)(=O)OI(OC(C)=O)C1=CC=CC=C1 (diacetoxyiodo)benzene (iodobenzenediacetate)